O=C(CNC(OC(C)(C)C)=O)C=1C=NC=CC1 tert-Butyl [2-oxo-2-(pyridin-3-yl)ethyl]carbamate